C(C)(C)(C)OC(N(C)C(C(=O)NC=1N=NC(=C(C1)C1CC1)Cl)C)=O.N1C(=CC2=CC=CC=C12)C=C1C(C(C2=CC=CC=C12)=O)=O indolylmethyleneindanedione tert-Butyl-(1-((6-chloro-5-cyclopropylpyridazin-3-yl)amino)-1-oxopropan-2-yl)(methyl)carbamate